N-((S)-1-(5-(((R)-1,1-Dimethyl-2,3-dihydro-1H-inden-2-yl)amino)pyridin-2-yl)-2,2,2-trifluoroethyl)-N-methylpivalamide CC1([C@@H](CC2=CC=CC=C12)NC=1C=CC(=NC1)[C@@H](C(F)(F)F)N(C(C(C)(C)C)=O)C)C